CC=1C(=C(C=CC1OC)CCCC1=C(C=CC(=C1)O)O)OC 3-methyl-2,4-dimethoxyphenyl-3-(2',5'-dihydroxyphenyl)-propane